C(C)(C)OC1=CC(=NC(=C1)S(=O)(=O)C)NC1=C(C=NC(=C1)NC(C)=O)C1=NC=C(C=C1)N1CC(OCC1)COC N-(4'-((4-isopropoxy-6-(methylsulfonyl)pyridin-2-yl)amino)-5-(2-(methoxymethyl)morpholino)-[2,3'-bipyridin]-6'-yl)acetamide